Nα-ethyl-asparagine C(C)N[C@@H](CC(N)=O)C(=O)O